methyl (R)-2-(4-methylchroman-5-yl)acetate C[C@@H]1CCOC2=CC=CC(=C12)CC(=O)OC